N-(6-(2-(4-acryloylpiperazin-1-yl)phenyl)-4-methoxybenzo[d]isoxazol-3-yl)-2,6-dimethoxybenzenesulfonamide 2-Methyl-3-(triethoxysilyl)propyl-2-methyl-2-propenoate CC(COC(C(=C)C)=O)C[Si](OCC)(OCC)OCC.C(C=C)(=O)N1CCN(CC1)C1=C(C=CC=C1)C1=CC2=C(C(=NO2)NS(=O)(=O)C2=C(C=CC=C2OC)OC)C(=C1)OC